BrC=1C=NC(=NC1)C1(CC2(COC2)C1)N 6-(5-bromopyrimidin-2-yl)-2-oxaspiro[3.3]heptan-6-amine